(1R,2R)-2-(4-(6-(5-(6-methylpyridin-2-yl)-1H-imidazol-4-yl)quinolin-3-yl)-1H-pyrazol-1-yl)cyclohexan-1-amine CC1=CC=CC(=N1)C1=C(N=CN1)C=1C=C2C=C(C=NC2=CC1)C=1C=NN(C1)[C@H]1[C@@H](CCCC1)N